BrC=1C=C(C=CC1OC(F)F)C(C)(C)O 2-(3-bromo-4-(difluoromethoxy)phenyl)propan-2-ol